BrC=1C(=C2C(=NC1)N(CC21CCC(CC1)C#N)C(=O)OC(C)(C)C)Cl tert-Butyl (1r,4r)-5'-Bromo-4'-chloro-4-cyanospiro[cyclohexane-1,3'-pyrrolo[2,3-b]pyridine]-1'(2'H)-carboxylate